4-((1-(4-(trifluoromethoxy)phenyl)pyrrolidin-3-yl)oxy)-1H-1,2,3-triazole-5-carboxylic acid FC(OC1=CC=C(C=C1)N1CC(CC1)OC=1N=NNC1C(=O)O)(F)F